C1(=CC=CC=C1)C=1C(=C(C=CC1)C(Cl)CC)C1=CC=CC=C1 diphenyl-ethylphenylchloromethane